OC1=CC2=C(C(NC(N2)=O)=O)S1 hydroxythienopyrimidinedione